5-(5-(((3R,4R)-4-azidotetrahydrofuran-3-yl)oxy)-1,3-dimethyl-1H-pyrazol-4-yl)-7-methyl-1-(tetrahydro-2H-pyran-2-yl)-3-vinyl-1H-pyrazolo[3,4-c]pyridine N(=[N+]=[N-])[C@H]1[C@H](COC1)OC1=C(C(=NN1C)C)C=1C=C2C(=C(N1)C)N(N=C2C=C)C2OCCCC2